[N+](=O)([O-])C1=C(OCC(=O)N)C=CC=C1 o-nitrophenoxyacetamide